methyl-6-(trifluoromethyl)pyridazin-3-amine CC1=C(N=NC(=C1)C(F)(F)F)N